dipentamethylenethiuram monosulfide C1CCN(CC1)C(=S)SC(=S)N2CCCCC2